(2R,4S)-N-((S)-1-(((6-amino-2-methylpyridin-3-yl)methyl)amino)-1-oxopropan-2-yl)-4-(3-ethylphenyl)pyrrolidine-2-carboxamide dihydrochloride Cl.Cl.NC1=CC=C(C(=N1)C)CNC([C@H](C)NC(=O)[C@@H]1NC[C@@H](C1)C1=CC(=CC=C1)CC)=O